1-(6-fluorobenzofuran-5-yl)propan-2-one FC1=CC2=C(C=CO2)C=C1CC(C)=O